NC1=C(C=C2C=CC(OC2=C1)(C)C)C1=COC2=CC(=CC=C2C1=O)OCOCCOC 7'-amino-7-((2-methoxyethoxy)methoxy)-2',2'-dimethyl-2'H,4H-[3,6'-bichromen]-4-one